butyl 3-(6-methyl-4-(1-methyl-1H-pyrazol-4-yl)pyridin-2-yl)azetidine-1-carboxylate CC1=CC(=CC(=N1)C1CN(C1)C(=O)OCCCC)C=1C=NN(C1)C